4,6-diethyl-2-oxo-1,2-dihydropyridine-3,5-dicarbonitrile C(C)C1=C(C(NC(=C1C#N)CC)=O)C#N